7-(2,7-dimethyl-3H-imidazo[4,5-b]pyridin-5-yl)-3-(1-ethylpiperidin-4-yl)-5-fluorocinnoline CC1=NC=2C(=NC(=CC2C)C2=CC(=C3C=C(N=NC3=C2)C2CCN(CC2)CC)F)N1